β-cyclobutylalanine C1(CCC1)C[C@H](N)C(=O)O